ClC1=NC(=NC(=C1C)C1=C(C=CC=C1C)CC(C)C)N 4-chloro-6-(2-isobutyl-6-methyl-phenyl)-5-methyl-pyrimidin-2-amine